ethynylboronic acid MIDA ester B1(OC(=O)CN(CC(=O)O1)C)C#C